COC1=C(C=CC=C1)C1=NC=CC(=N1)CSCCO 2-({[2-(2-methoxyphenyl)pyrimidin-4-yl]methyl}thio)ethan-1-ol